NC1=C(C=C(C=N1)NC(C(=O)N1C(CCCC1)C=1C=C(C=CC1)C)=O)C N-(6-amino-5-methyl-3-pyridyl)-2-[2-(m-tolyl)-1-piperidyl]-2-oxo-acetamide